Cl.C(C)OC(C1=CN=C(C(=C1)Cl)N1C(CNCC1)=O)=O 5-chloro-6-(2-oxopiperazin-1-yl)nicotinic acid ethyl ester hydrochloride